FC(C[C@H](C(=O)NC1=NC=CC(=C1)C1=C(C2=NC(=CC(=C2N1)C(C)(C)O)F)C1=NC=CC=C1)C1=CC=C(C=C1)F)F (2S)-4,4-Difluoro-N-{4-[5-fluoro-7-(2-hydroxypropan-2-yl)-3-(pyridin-2-yl)-1H-pyrrolo[3,2-b]pyridin-2-yl]pyridin-2-yl}-2-(4-fluorophenyl)butanamid